2-((2-hydroxyethyl)amino)pyrimidine-5-thioamide OCCNC1=NC=C(C=N1)C(N)=S